FC1=C(C=C(CC2=NNC(C3=CC=CC=C23)=O)C=C1)C(=O)N1CC(C1)N(C1=NC=CC=N1)C 4-(4-fluoro-3-(3-(methyl(pyrimidin-2-yl)amino)azetidine-1-carbonyl)benzyl)phthalazin-1(2H)-one